[S-]C#N.C(C(C)C)C=1NC=C[N+]1C i-butyl-3-methylimidazolium thiocyanate